BrC=1C(N(C=C(C1)CCC1=C(C=CC=C1)OC)C(C(=O)NC(C)C)C)=O 2-(3-bromo-5-(2-methoxyphenethyl)-2-oxopyridin-1(2H)-yl)-N-isopropylpropanamide